N-((2S,3R)-1-(1-(4-fluorophenyl)-1H-indazol-5-yl)-4,4-dimethyl-5-oxo-2-phenylpyrrolidin-3-yl)-1-methyl-1H-pyrazole-4-carboxamide FC1=CC=C(C=C1)N1N=CC2=CC(=CC=C12)N1[C@H]([C@@H](C(C1=O)(C)C)NC(=O)C=1C=NN(C1)C)C1=CC=CC=C1